(cyclopropanecarboxamido)-4-((6-(3-methoxyazetidin-1-yl)-[1,2,4]triazolo[1,5-a]pyridin-2-yl)amino)-N-methylpyridazine-3-carboxamide C1(CC1)C(=O)NC=1C(=C(N=NC1)C(=O)NC)NC1=NN2C(C=CC(=C2)N2CC(C2)OC)=N1